2,3-dihydro-4(1H)-quinolinone N1CCC(C2=CC=CC=C12)=O